6'-((pyridin-3-ylmethyl)thio)-[2,4'-bipyridine]-3',5'-dicarbonitrile N1=CC(=CC=C1)CSC1=C(C(=C(C=N1)C#N)C1=NC=CC=C1)C#N